phenylpropylammonium camphorsulfonate C12(C(=O)CC(CC1)C2(C)C)CS(=O)(=O)[O-].C2(=CC=CC=C2)CCC[NH3+]